C12C3C4C=CC(C3C(C(C1)OC(C=C)=O)C2)C4 acrylic acid-9-tetracyclo[6.2.1.13,6.02,7]dodec-4-enyl ester